ClC1=NC=C(C(=N1)NCC1=CC=C(C=C1)C=1N(C=C(N1)C(F)(F)F)C)C#N 2-chloro-4-[([4-[1-methyl-4-(trifluoromethyl)-1H-imidazol-2-yl]phenyl]methyl)amino]pyrimidine-5-carbonitrile